BrC1=NN(C2=CN=C(C=C21)Cl)C 3-bromo-5-chloro-1-methyl-pyrazolo[3,4-c]pyridine